NC1=CC=CC=2N=COC21 7-aminobenzo[d]oxazol